C(C=C)(=O)OCC(C(C(=O)N1[C@@H](CCCC1)C(=O)O[C@H](CCC1=CC(=C(C(=C1)OC)OC)F)C=1C=C(OCC(=O)O)C=CC1)=O)(C)C 2-(3-((R)-1-(((S)-1-(4-(acryloyloxy)-3,3-dimethyl-2-oxobutanoyl)piperidine-2-carbonyl)oxy)-3-(3-fluoro-4,5-dimethoxyphenyl)propyl)phenoxy)acetic acid